FC(CN1N=CC2=CC=C(C=C12)COC1=CC=CC(=N1)C1CCNCC1)F 4-(6-((1-(2,2-difluoroethyl)-1H-indazol-6-yl)methoxy)pyridin-2-yl)piperidin